(±)-7-(cyclopropylamino)-5-((3-((methylsulfinyl)methyl)-4-(piperazin-1-yl)phenyl)amino)pyrazolo[1,5-a]pyrimidine-3-carbonitrile monotrifluoroacetic acid salt FC(C(=O)O)(F)F.C1(CC1)NC1=CC(=NC=2N1N=CC2C#N)NC2=CC(=C(C=C2)N2CCNCC2)C[S@](=O)C |r|